Pentadecan-7-yl 8-((2-hydroxyethyl)(6-oxo-6-((11,11,11-trifluoroundecyl)oxy)-hexyl)amino)octanoate OCCN(CCCCCCCC(=O)OC(CCCCCC)CCCCCCCC)CCCCCC(OCCCCCCCCCCC(F)(F)F)=O